[Ni](Cl)Cl Nickel (2+) chloride